CC1=CC(=C(C=C1)S(=O)(=O)N1[C@@H](CCC1)C(=O)OC)OCC[C@@H](CC=O)C Methyl ((4-methyl-2-(((S)-3-methyl-5-oxopentyl)oxy)phenyl)sulfonyl)-L-prolinate